C1(CC1)C=1C=CC(=C(C1)NC(=O)N1C[C@](CC1)(C1=NC=NS1)C1=CC(=C(C=C1)C)F)C=O |o1:14| (R or S)-N-(5-cyclopropyl-2-formylphenyl)-3-(3-fluoro-4-methylphenyl)-3-(1,2,4-thiadiazol-5-yl)pyrrolidine-1-carboxamide